C1(=CC=CC=C1)C=1N=CC=2N(C1)C(=NC2)C2=CC=C(C(=O)O)C=C2 4-(6-phenylimidazo[1,5-a]pyrazin-3-yl)benzoic acid